N(=[N+]=[N-])CCN1N=C(C=C1)C=1C(=C(NC1)C(=O)OCC)C Ethyl 4-(1-(2-azidoethyl)-1H-pyrazol-3-yl)-3-methyl-1H-pyrrole-2-carboxylate